2-(2,6-dioxopiperidin-3-yl)-5-(((2-(4-(1,2-diphenylbut-1-en-1-yl)phenoxy)ethyl)(methyl)amino)methyl)isoindoline-1,3-dione O=C1NC(CCC1N1C(C2=CC=C(C=C2C1=O)CN(C)CCOC1=CC=C(C=C1)C(=C(CC)C1=CC=CC=C1)C1=CC=CC=C1)=O)=O